C1(CC1)C(=O)N1C=CC2=CC(=CC=C12)C=1N=C(SC1C)C(C(=O)N)C1=CC(=C(C=C1)F)OCCNC=1C=C2CN(C(C2=CC1)=O)C1C(NC(CC1)=O)=O (4-(1-(cyclopropanecarbonyl)indol-5-yl)-5-methylthiazol-2-yl)-2-(3-(2-(2-(2,6-dioxopiperidin-3-yl)-1-oxoisoindolin-5-ylamino)ethoxy)-4-fluorophenyl)acetamide